(6-chloro-5-(trifluoromethyl)pyridin-3-yl)(4-(5-chlorooxazolo[4,5-b]pyridin-2-yl)piperazin-1-yl)methanone ClC1=C(C=C(C=N1)C(=O)N1CCN(CC1)C=1OC=2C(=NC(=CC2)Cl)N1)C(F)(F)F